F[B-](F)(F)F.CN1C=[N+](C=C1)CCCCCCCC 1-methyl-3-octyl-imidazolium tetrafluoroborate